FC(C=1C(=C(C=CC1)[C@@H](C)NC=1C2=C(N=C(N1)C)N=C(C(=C2)C2=NN=NN2C(C)C)N2CCCC2)F)F (R)-N-(1-(3-(difluoromethyl)-2-fluorophenyl)ethyl)-6-(1-isopropyl-1H-tetrazol-5-yl)-2-methyl-7-(pyrrolidin-1-yl)pyrido[2,3-d]pyrimidin-4-amine